2-(di-t-butylphosphino)-1-phenyl-1H-pyrrole C(C)(C)(C)P(C=1N(C=CC1)C1=CC=CC=C1)C(C)(C)C